C(CCCCCCCCCCC)(=O)[N+]#[C-] lauric isocyanide